2-((1H-pyrazol-3-yl)methyl)-6-((6-methoxypyridin-2-yl)methyl)-4-methyl-4,6-dihydro-5H-thiazolo[5',4':4,5]pyrrolo[2,3-d]pyridazin-5-one N1N=C(C=C1)CC=1SC2=C(N(C=3C(N(N=CC32)CC3=NC(=CC=C3)OC)=O)C)N1